C1=NC=C(C2=CC=CC=C12)N1C(N(C[C@@H]1C#N)C=1N=NC(=CC1)C(F)(F)F)=O |r| Racemic-3-(isoquinolin-4-yl)-2-oxo-1-(6-(trifluoromethyl)pyridazin-3-yl)imidazolidine-4-carbonitrile